methyl (E)-5-((hydroxyimino) methyl)-2-methoxybenzoate O\N=C\C=1C=CC(=C(C(=O)OC)C1)OC